C(C)(C)(C)OC(NC(CC1CCC(CC1)S(N)(=O)=O)(C)C)=O (2-methyl-1-((1r,4r)-4-sulfamoyl-cyclohexyl)propan-2-yl)carbamic acid tert-butyl ester